7-(3-(2,4-Difluoro-3-hydroxy-5-(trifluoromethyl)phenyl)-1-methyl-1H-pyrazolo[4,3-c]pyridin-6-yl)-4,7-diazaspiro[2.5]octan-8-one FC1=C(C=C(C(=C1O)F)C(F)(F)F)C1=NN(C2=C1C=NC(=C2)N2CCNC1(CC1)C2=O)C